(1E)-Acetaldehyde oxime C(\C)=N/O